C(C)(C)(C)C1=CC=C(C(=O)[O-])C=C1.[Al+3].C(C)(C)(C)C1=CC=C(C(=O)[O-])C=C1.C(C)(C)(C)C1=CC=C(C(=O)[O-])C=C1 aluminum p-tert-butylbenzoate salt